tris(4-carboxy-2,5-dihydroxyphenylmethyl)amine C(=O)(O)C1=CC(=C(C=C1O)CN(CC1=C(C=C(C(=C1)O)C(=O)O)O)CC1=C(C=C(C(=C1)O)C(=O)O)O)O